[SiH2]1C=CC2=C1C=CC=C2 Benzosilol